FC1=CC2=C(N(C(C(N2C)=O)=O)C2CCN(CC2)C=2N=CC3=C(N2)C=CS3)N=C1 7-Fluoro-1-methyl-4-(1-(thieno[3,2-d]pyrimidin-2-yl)piperidin-4-yl)-1,4-dihydropyrido[2,3-b]pyrazine-2,3-dione